(cyclopropylmethyl)-N-[4-[4-[[3-(difluoromethyl)-1-(4-formylcyclohexyl)pyrazol-4-yl]carbamoyl]oxazol-2-yl]-2-pyridyl]carbamate C1(CC1)COC(NC1=NC=CC(=C1)C=1OC=C(N1)C(NC=1C(=NN(C1)C1CCC(CC1)C=O)C(F)F)=O)=O